N-((S)-(3-chloro-2,6-difluorophenyl)(4-fluorobicyclo[2.2.1]heptan-1-yl)methyl)-3-(ethylsulfonamido)-4-hydroxycyclopentane ClC=1C(=C(C(=CC1)F)[C@@H](N(S(=O)(=O)CC)C1CCCC1O)C12CCC(CC1)(C2)F)F